α-Iodo-γ-butyrolactone IC1C(=O)OCC1